N-(4-methyl-3-((3-(9-(tetrahydro-2H-pyran-2-yl)-9H-purin-6-yl)pyridin-2-yl)amino)phenyl)-2-(1,4-oxazepan-4-yl)acetamide CC1=C(C=C(C=C1)NC(CN1CCOCCC1)=O)NC1=NC=CC=C1C1=C2N=CN(C2=NC=N1)C1OCCCC1